3,4-dichloro-5-hydroxy-N-{3-[4-(6-hydroxy-3-{[(E)-(phenylmethylidene)amino]oxy}hexyl)-1,4-diazepan-1-yl]propyl}benzamide ClC=1C=C(C(=O)NCCCN2CCN(CCC2)CCC(CCCO)O/N=C/C2=CC=CC=C2)C=C(C1Cl)O